(E)-2-[2-[(2,5-dimethylphenoxy)methyl]phenyl]-3-methoxy-prop-2-enoic acid methyl ester COC(\C(=C\OC)\C1=C(C=CC=C1)COC1=C(C=CC(=C1)C)C)=O